N=1C=CN2C1N=CC(=C2)C2=CNC=1N=C(N=CC12)NC1CCC(CC1)NC(C)=O N-((1r,4r)-4-((5-(imidazo[1,2-a]pyrimidin-6-yl)-7H-pyrrolo[2,3-d]pyrimidin-2-yl)amino)cyclohexyl)acetamide